tert-butyl 7-(dimethylamino)-3,4-dihydro-1H-isoquinoline-2-carboxylate CN(C1=CC=C2CCN(CC2=C1)C(=O)OC(C)(C)C)C